1-[(5-methoxy-3-nitro-4-quinolinyl)amino]-2-methyl-2-propanol COC1=C2C(=C(C=NC2=CC=C1)[N+](=O)[O-])NCC(C)(O)C